ClC=1C(N(C(=CC1OC([2H])([2H])C1=C(C=C(C=C1)F)F)C)C1=CC(=NC=C1C)N1N=C(C=C1)S(=O)(=O)C(C)C)=O 3-chloro-4-((2,4-difluorophenyl)methoxy-d2)-2'-(3-(isopropylsulfonyl)-1H-pyrazol-1-yl)-5',6-dimethyl-2H-[1,4'-bipyridyl]-2-one